CN(/C=C/C(=O)C1=CC=C(C=C1)F)C (E)-3-(dimethylamino)-1-(4-fluorophenyl)-2-propen-1-one